BrC1=C2OCCCC3=C(NC(C(S1)=C23)=O)C(C)N2N=CC=C2 2-bromo-7-(1-pyrazol-1-ylethyl)-12-oxa-3-thia-6-azatricyclo[6.4.1.04,13]Tridec-1,4(13),7-trien-5-one